bis[N-(vinyloxymethyl)dithiocarbamic acid] zinc [Zn].C(=C)OCNC(S)=S.C(=C)OCNC(S)=S